CC1=NC(=CC(=N1)NC1=CC(=C(N=N1)C(=O)NC([2H])([2H])[2H])NC1=NC=CC(=C1OC)C1=NN(N=C1)C)C 6-[(2,6-dimethylpyrimidin-4-yl)amino]-4-{[3-methoxy-4-(2-methyl-2H-1,2,3-triazol-4-yl)pyridin-2-yl]amino}-N-(2H3)methylpyridazine-3-carboxamide